C(C)(C)(C)OC(NC1(CC1)COC=1C(=C2CC(CC2=CC1)C=O)Cl)=O N-[1-[(4-chloro-2-formyl-2,3-dihydro-1H-inden-5-yl)oxymethyl]cyclopropyl]carbamic acid tert-butyl ester